2-hydroxy-3-methoxy-benzoic acid OC1=C(C(=O)O)C=CC=C1OC